phenylbut-1-en C1(=CC=CC=C1)C=CCC